3-methyl-5-phenyl-1,4-bis(thiophene-2-sulfonyl)-1H-pyrazole CC1=NN(C(=C1S(=O)(=O)C=1SC=CC1)C1=CC=CC=C1)S(=O)(=O)C=1SC=CC1